(S)-3-(1-(cyclopropylmethyl)-6-oxo-1,6-dihydropyridin-3-yl)-3-(3-(3-(5,6,7,8-tetrahydro-1,8-naphthyridin-2-yl)propyl)-1H-pyrazol-1-yl)propionic acid ethyl ester C(C)OC(C[C@H](N1N=C(C=C1)CCCC1=NC=2NCCCC2C=C1)C1=CN(C(C=C1)=O)CC1CC1)=O